CC1=C(OC(O1)=O)COC([C@H](C=1C(=C2C(=NC1C)N(C(=C2C)C)CC2OCC2)C2=CC=C(C=C2)Cl)OC(C)(C)C)=O (2S)-2-(tert-butoxy)-2-(4-(4-chlorophenyl)-2,3,6-trimethyl-1-(oxetane-2-ylmethyl)-1H-pyrrolo[2,3-b]Pyridin-5-yl)acetic acid (5-methyl-2-oxo-1,3-dioxol-4-yl)Methyl ester